Cl.CN1N=C2C=CC(=CC2=C1)C1=CC2=C(N=C(S2)C=2CC(NCC2)C)C=C1 6-(2-methyl-2H-indazol-5-yl)-2-(2-methyl-1,2,3,6-tetrahydropyridin-4-yl)-1,3-benzothiazole hydrochloride